[Hf].CC1=C(C(=C(C1(C1(C=CC=2C1=C1CCCCC1=CC2)CCCC)C)C)C)C pentamethylcyclopentadienyl-(1-n-butyl-6,7,8,9-tetrahydro-1H-cyclopenta[a]naphthalene) hafnium